C(CCCCCCC\C=C/CCCCCCCC)OC(C(C)OCCCCCCCC\C=C/CCCCCCCC)N(C)C 1,2-dioleoxy-N,N-dimethylaminopropane